4-bromo-2-methyl-N'-(2-(tetrahydro-2H-pyran-2-yl)-acetyl)benzoyl-hydrazine BrC1=CC(=C(C(=O)NNC(CC2OCCCC2)=O)C=C1)C